C(=O)O.CN([C@@]1(CN(CCC1)C1=CC(=C(C(=C1)F)S(=O)(=O)NC1=NC=NC=C1)F)CCC1=CC(=C(C=C1)C)C(F)(F)F)C (S)-4-(3-(Dimethylamino)-3-(4-methyl-3-(trifluoromethyl)-phenethyl)-piperidin-1-yl)-2,6-difluoro-N-(pyrimidin-4-yl)benzenesulfonamide formate